NC=1C(=NC(=CC1)N1N=CC=C1)NC=1C=C2CC([C@@H](C2=CC1)N[S@@](=O)C(C)(C)C)F (S)-N-((1R)-5-((3-amino-6-(1H-pyrazol-1-yl)pyridin-2-yl)amino)-2-fluoro-2,3-dihydro-1H-inden-1-yl)-2-methylpropane-2-sulfinamide